7-(3-fluoro-6-(1-(2,2,2-trifluoro-1-(4-fluorophenyl)ethyl)-1H-pyrazol-4-yl)pyridin-2-yl)-[1,2,4]triazolo[1,5-a]pyridin-2-amine FC=1C(=NC(=CC1)C=1C=NN(C1)C(C(F)(F)F)C1=CC=C(C=C1)F)C1=CC=2N(C=C1)N=C(N2)N